COC(=O)C1CC(CC(C1)NC(=O)OC(C)(C)C)(OC)OC.BrC1=NN(C(=C1C(=O)N)NCCCN1CCOCC1)[C@@H]1CN(CC1)C(C=C)=O 3-bromo-5-[[3-(morpholin-4-yl)propyl]amino]-1-[(3S)-1-(prop-2-enoyl)pyrrolidin-3-yl]pyrazole-4-carboxamide methyl-5-((tert-butoxycarbonyl)amino)-3,3-dimethoxycyclohexane-1-carboxylate